1-(6-fluoro-5-(4-fluoro-3-(1-(tetrahydro-2H-pyran-2-yl)-1H-pyrazol-3-yl)phenoxy)-1-tosyl-1H-indol-4-yl)ethane-1,2-diol FC1=C(C(=C2C=CN(C2=C1)S(=O)(=O)C1=CC=C(C)C=C1)C(CO)O)OC1=CC(=C(C=C1)F)C1=NN(C=C1)C1OCCCC1